(S)-7-(8-chloronaphthalen-1-yl)-N-methyl-2-((1-methylpyrrolidin-2-yl)methoxy)-N-(2-(vinylsulfonyl)ethyl)-5,6,7,8-tetrahydropyrido[3,4-d]pyrimidin-4-amine ClC=1C=CC=C2C=CC=C(C12)N1CC=2N=C(N=C(C2CC1)N(CCS(=O)(=O)C=C)C)OC[C@H]1N(CCC1)C